FC=1C=CC(=C(CN2C(C=3C=CC=NC3CC2)=O)C1)CN1CCOCC1 6-(5-fluoro-2-(morpholinomethyl)benzyl)-7,8-dihydro-1,6-naphthyridin-5(6H)-one